BrCC1=C(C=CC=C1OC(C)C)F 2-(bromomethyl)-1-fluoro-3-isopropoxybenzene